FC(C=1C=C(C=CC1)CC(=O)N1C2=C(OCC1)C=CN=C2)(F)F 4-(2-(3-Trifluoromethylphenyl)acetyl)-3,4-dihydro-2H-pyrido[4,3-b][1,4]oxazine